C(=O)(OC(C)(C)C)NCCCC[C@H](N)C(=O)O N6-Boc-L-Lysine